C(C)(C)(C)OC(=O)N\C=C/C1=CC(=NC=C1)CNC(OC(C)(C)C)=O tert-butyl (Z)-((4-(2-((tert-butoxycarbonyl)amino)vinyl)pyridin-2-yl)methyl)carbamate